C1(=CC=CC=C1)COC=1C=C(C=CC1)C1CC(CC1)CC#N 2-(3-(3-(phenylmethyloxy)phenyl)cyclopentyl)acetonitrile